CN1CCN(CC1)C1=CC=C(C=C1)C1(NNC(=N1)N)N 3-(4-(4-methylpiperazin-1-yl)phenyl)-1H-1,2,4-triazole-3,5-diamine